C(C)(=O)N1CC2=CC(=CC(=C2C1)\C=N\[S@@](=O)C(C)(C)C)Cl (E,S)-N-[(2-Acetyl-6-chloroisoindolin-4-yl)methylene]-2-methylpropane-2-sulfinamide